2-aminoethyl ((3S,5S,8R,9S,10R,13R,14S,17R)-5,14-dihydroxy-10,13-dimethyl-17-(2-oxo-2H-pyran-5-yl)hexadecahydro-1H-cyclopenta[a]phenanthren-3-yl)carbamate O[C@]12C[C@H](CC[C@@]2([C@H]2CC[C@@]3([C@H](CC[C@@]3([C@@H]2CC1)O)C=1C=CC(OC1)=O)C)C)NC(OCCN)=O